Methyl (E)-3-(2-(thiazol-4-yl)vinyl)benzoate S1C=NC(=C1)/C=C/C=1C=C(C(=O)OC)C=CC1